(4-{6-[3-methyl-4-({[(1R)-1-phenylethoxy]carbonyl}amino)-1,2-oxazol-5-yl]-2-azaspiro[3.3]heptan-2-yl}phenyl)cyclopropane-1-carboxylic acid CC1=NOC(=C1NC(=O)O[C@H](C)C1=CC=CC=C1)C1CC2(CN(C2)C2=CC=C(C=C2)C2(CC2)C(=O)O)C1